5-(3-isopropyl-5-(1-(tetrahydrofuran-3-yl)piperidin-4-yl)-1H-indol-2-yl)-1,3-dimethylpyrazin-2(1H)-one C(C)(C)C1=C(NC2=CC=C(C=C12)C1CCN(CC1)C1COCC1)C=1N=C(C(N(C1)C)=O)C